(1S)-2-[4,6-bis(trifluoromethyl)-1,3,5-triazin-2-yl]-6-chloro-1-(6-chloro-2,6-dimethylheptyl)-2,3,4,9-tetrahydro-1H-pyrido[3,4-b]indole FC(C1=NC(=NC(=N1)C(F)(F)F)N1[C@H](C=2NC3=CC=C(C=C3C2CC1)Cl)CC(CCCC(C)(C)Cl)C)(F)F